8-chloro-N,3-dimethyl-3-oxo-N-[(1S)-1-(2-pyrazin-2-yl-1,2,4-triazol-3-yl)ethyl]-10-(trifluoromethyl)-3λ6-thia-2,4-diazabicyclo[4.4.0]deca-1(6),2,4,7,9-pentaen-5-amine ClC1=CC=2C(=NS(=NC2C(=C1)C(F)(F)F)(=O)C)N([C@@H](C)C=1N(N=CN1)C1=NC=CN=C1)C